3-(2,4-bis(trifluoromethyl)phenyl)-7-fluoro-1-(4-(isopropyl(1-(6-methylpyridazin-3-yl)ethyl)amino)but-2-ynyl)-4,5-dihydro-1H-benzo[b]azepin-2(3H)-one FC(C1=C(C=CC(=C1)C(F)(F)F)C1CCC2=C(N(C1=O)CC#CCN(C(C)C=1N=NC(=CC1)C)C(C)C)C=CC(=C2)F)(F)F